(3aR,6aS)-5-(1-Methyl-6-((1-methyl-4-phenyl-1H-imidazol-2-yl)ethynyl)-1H-pyrazolo[3,4-d]pyrimidin-4-yl)hexahydro-1H-furo[3,4-c]pyrrole CN1N=CC=2C1=NC(=NC2N2C[C@@H]1[C@H](C2)COC1)C#CC=1N(C=C(N1)C1=CC=CC=C1)C